9-(4-(4-(1-acetylpiperidin-4-yl)-1-methyl-1H-imidazol-2-yl)benzyl)-2-(2-isopropylphenyl)-7,9-dihydro-8H-purin-8-one C(C)(=O)N1CCC(CC1)C=1N=C(N(C1)C)C1=CC=C(CN2C3=NC(=NC=C3NC2=O)C2=C(C=CC=C2)C(C)C)C=C1